(2-Acetylpyridin-4-yl)-3-(3-chloro-4-fluorophenyl)-1-((1,4,5,7-tetrahydropyrano[3,4-c]pyrazol-3-yl)methyl)urea C(C)(=O)C1=NC=CC(=C1)N(C(=O)NC1=CC(=C(C=C1)F)Cl)CC=1C2=C(NN1)COCC2